BrC=1C=C2CCOC(C2=CC1)CNC(OC(C)(C)C)=O tert-Butyl (6-bromoisochroman-1-yl)methylcarbamate